copper-aluminum-strontium [Sr].[Al].[Cu]